C(CCCCCC(=O)OCCCCC)(=O)OCCCCC dipentyl pimelate